CN1C(=NC2=C1C=CC(=C2)C(=O)NCCNC(OC(C)(C)C)=O)C=2N(C1=CC=CC=C1C2)CC2=CC=CC=C2 1,1-Dimethylethyl {2-[({1-methyl-2-[1-(phenylmethyl)-1H-indol-2-yl]-1H-benzimidazol-5-yl}carbonyl)amino]ethyl}carbamate